(3-fluorophenyl)methanone FC=1C=C(C=CC1)C=O